OC=1C=CC=2C3(C4=CC=C(C=C4OC2C1)O)OC(C1=CC=CC=C13)=O 3',6'-dihydroxy-3H-spiro[isobenzofuran-1,9'-xanthene]-3-one